methyl 4-((3-((tert-butoxycarbonyl)amino)azetidin-1-yl)methyl)picolinate C(C)(C)(C)OC(=O)NC1CN(C1)CC1=CC(=NC=C1)C(=O)OC